5-(3-(difluoromethyl)imidazo[1,2-a]pyrimidin-6-yl)-6-fluoro-N-((3R,4R)-3-fluoro-1-(oxetan-3-yl)piperidin-4-yl)-4-methoxypyrrolo[2,1-f][1,2,4]triazin-2-amine FC(C1=CN=C2N1C=C(C=N2)C=2C(=CN1N=C(N=C(C12)OC)N[C@H]1[C@@H](CN(CC1)C1COC1)F)F)F